C1(CC1)NC(=O)N1CC=2N=CN=C(C2CC1)OC1=C(C=C(C=C1)NC(=O)C=1C(N(C(N(C1)C(C)C)=O)C1=CC=C(C=C1)F)=O)F N-cyclopropyl-4-(2-fluoro-4-(3-(4-fluorophenyl)-1-isopropyl-2,4-dioxo-1,2,3,4-tetrahydropyrimidine-5-carboxamido)phenoxy)-5,6-dihydropyrido[3,4-d]pyrimidine-7(8H)-carboxamide